C(C)C1=CC=C2C=CC=NC2=C1S(=O)(=O)NC1=C(C=CC=C1)C#CC=1C=CC(=NC1)C(=O)O 5-{2-[2-(7-ethylquinoline-8-sulfonamido)phenyl]ethynyl}pyridine-2-carboxylic acid